[C-]1(C=CC=C1)[C-]1C=CC=C1.[CH-]1C=CC=C1.[Fe+2].[CH-]1C=CC=C1.[Fe+2] BIS-FERROCENE